FC1=CC=C(C(=N1)C)OC1=C(C(=O)OC)C(=C(C=N1)[N+](=O)[O-])C methyl 2-((6-fluoro-2-methylpyridin-3-yl)oxy)-4-methyl-5-nitronicotinate